4-((4-((3-cyanophenyl)amino)-1-(4-(trifluoromethyl)benzyl)-1H-indole-7-carboxamido)methyl)benzoic acid C(#N)C=1C=C(C=CC1)NC1=C2C=CN(C2=C(C=C1)C(=O)NCC1=CC=C(C(=O)O)C=C1)CC1=CC=C(C=C1)C(F)(F)F